CN1C=NC2=C1C=CC(=C2)C(=O)N 1-methyl-benzimidazole-5-carboxamide